C1(CCCCC1)CC1C(CCCC1)OC 1-(cyclohexylmethyl)-2-methoxycyclohexane